ClC=1C=C2C(=NC=NC2=C(C1C1=C(C=CC=C1O)F)F)N1C2(CC2)CN(CC1)C(C=C)=O 1-(4-(6-chloro-8-fluoro-7-(2-fluoro-6-hydroxy-phenyl)quinazolin-4-yl)-4,7-diazaspiro[2.5]octan-7-yl)prop-2-en-1-one